1-[2-cyano-4-(trifluoromethyl)phenyl]-4-[5-fluoro-6-(5-fluoro-2-methoxyphenyl)pyridin-3-yl]-N-[(3S)-1-methylpyrrolidin-3-yl]piperidine-4-carboxamide C(#N)C1=C(C=CC(=C1)C(F)(F)F)N1CCC(CC1)(C(=O)N[C@@H]1CN(CC1)C)C=1C=NC(=C(C1)F)C1=C(C=CC(=C1)F)OC